ClC=1N=C(C2=C(N1)CCNC2)OC2=NC=1C=CC3=C(C1N=C2)C2=C(S3)C(NC3(CN2)CC3)=O 3'-((2-chloro-5,6,7,8-tetrahydropyrido[4,3-d]pyrimidin-4-yl)oxy)-11',12'-dihydrospiro[cyclopropane-1,10'-[1,4]diazepino[5',6':4,5]thieno[3,2-f]quinoxalin]-8'(9'H)-one